N-[(R)-1,2,3,4-tetrahydro-1-naphthyl]-(5s,8S)-8-[1-(2-hydroxyethyl)-4-pyrazolylamino]-2-aza-2-spiro[4.5]decanecarboxamide [C@H]1(CCCC2=CC=CC=C12)NC(=O)N1CC2(CC1)CCC(CC2)NC=2C=NN(C2)CCO